ClC1=C(C(=O)OC)C(=C(C=N1)C(F)(F)F)C methyl 2-chloro-4-methyl-5-(trifluoromethyl)nicotinate